1-(2-Trifluoromethylbenzyl)-3-(3,5-dimethylisoxazol-4-yl)-4-oxo-4H-pyrido[1,2-a]Pyrimidinium FC(C1=C(C[N+]2=C3N(C(C(=C2)C=2C(=NOC2C)C)=O)C=CC=C3)C=CC=C1)(F)F